(Z)-ethyl 2-azido-3-(5-bromo-2-fluorophenyl)acrylate N(=[N+]=[N-])\C(\C(=O)OCC)=C/C1=C(C=CC(=C1)Br)F